C1(CC1)N1C(NC(C=C1)=O)=O 1-cyclopropyl-pyrimidine-2,4(1H,3H)-dione